CC1=C(C=C(C=C1)NC(=O)N1C[C@@H](CC1)CC(F)(F)F)C1=CC(=NC(=C1)N1CCOCC1)N1C[C@H](CCC1)NC(OC(C)(C)C)=O tert-butyl N-[(3S)-1-(4-[2-methyl-5-[(3S)-3-(2,2,2-trifluoroethyl)pyrrolidine-1-carbonylamino]phenyl]-6-(morpholin-4-yl)pyridin-2-yl) piperidin-3-yl]carbamate